1-[(2,3-difluorophenyl)methyl]-1-(1-methylpiperidin-4-yl)-3-{[4-(2-methylpropyloxy)phenyl]methyl}urea FC1=C(C=CC=C1F)CN(C(=O)NCC1=CC=C(C=C1)OCC(C)C)C1CCN(CC1)C